(2R)-2-[6-(2,5-dichloropyrimidin-4-yl)-1-oxo-2,3-dihydro-1H-isoindol-2-yl]-3-hydroxy-N-[(3-methoxyphenyl)methyl]propanamide ClC1=NC=C(C(=N1)C1=CC=C2CN(C(C2=C1)=O)[C@@H](C(=O)NCC1=CC(=CC=C1)OC)CO)Cl